FC1=C(C(=CC(=C1)F)OC(C)C)C=1C2=C(C(=NC1C=1N=CC=3CCN(CC3C1)C(C=C)=O)C=1C=C3CNC(C3=CC1)=O)C=CS2 5-[7-(2,4-difluoro-6-isopropoxy-phenyl)-6-(6-prop-2-enoyl-7,8-dihydro-5H-2,6-naphthyridin-3-yl)thieno[3,2-c]pyridin-4-yl]isoindolin-1-one